6-(4-cyclopropyl-1H-imidazol-1-yl)-3-(6-(4-isopropyl-4H-1,2,4-triazol-3-yl)pyridin-2-yl)quinazolin-4(3H)-one C1(CC1)C=1N=CN(C1)C=1C=C2C(N(C=NC2=CC1)C1=NC(=CC=C1)C1=NN=CN1C(C)C)=O